2-[1-(4-bromo-2-fluoro-phenyl)-4-piperidinyl]Ethyl acetate C(C)(=O)OCCC1CCN(CC1)C1=C(C=C(C=C1)Br)F